Methyl 2-(4-tert-butyl-1H-pyrazol-1-yl)-5-[({1-[2-fluoro-4-(trifluoromethoxy) phenyl] cyclopropyl} carbonyl) amino]benzoate C(C)(C)(C)C=1C=NN(C1)C1=C(C(=O)OC)C=C(C=C1)NC(=O)C1(CC1)C1=C(C=C(C=C1)OC(F)(F)F)F